O(C1=CC=CC=C1)C=1C=C(CC2C(NC(NC2=O)=S)=O)C=CC1 5-(3-phenoxybenzyl)-2-thioxodihydropyrimidine-4,6(1H,5H)-dione